acrylic acid diethyl amide C(C)N(C(C=C)=O)CC